tert-butyl (S)-4-(7-chloro-1-(2,4-diisopropylpyridin-3-yl)-6-fluoro-2-oxo-1,2-dihydropyrido[2,3-d]pyrimidin-4-yl)-3-methylpiperazine-1-carboxylate ClC=1C(=CC2=C(N(C(N=C2N2[C@H](CN(CC2)C(=O)OC(C)(C)C)C)=O)C=2C(=NC=CC2C(C)C)C(C)C)N1)F